Ethyl 2-hydroxypropionate (Ethyl 2-hydroxypropanoate) C(C)C(C(=O)O)(C)O.OC(C(=O)OCC)C